C1N(CCC2=CC=CC=C12)C[C@H](CN1C(C2=CC=C(C=C2CC1)NCC1CCOCC1)=O)O 2-[(2R)-3-(3,4-Dihydro-1H-isochinolin-2-yl)-2-hydroxy-propyl]-6-(tetrahydropyran-4-ylmethylamino)-3,4-dihydroisochinolin-1-on